CC(=O)CC1=CC(OC)=C(O)C=C1 methyl-homovanillin